4-chlorobutyl-trimethylammonium chloride [Cl-].ClCCCC[N+](C)(C)C